[Br].BrC1=C2CC(C(C2=CC(=C1OC)C(C)(C)C)=O)C(C)C 4-Bromo-6-tert-butyl-2-isopropyl-5-methoxyindan-1-one Bromine